5-(4-((2-(3-((2-methoxy-4-(methylcarbamoyl)phenyl)amino)prop-1-yn-1-yl)-1-(2,2,2-trifluoroethyl)-1H-indol-4-yl)amino)piperidin-1-yl)pentanoic acid COC1=C(C=CC(=C1)C(NC)=O)NCC#CC=1N(C2=CC=CC(=C2C1)NC1CCN(CC1)CCCCC(=O)O)CC(F)(F)F